2-(2-(1,3-dioxolan-2-yl)-5-fluoro-3-((4-methoxybenzyl)oxy)phenyl)-4,4,5,5-tetramethyl-1,3,2-dioxaborolane O1C(OCC1)C1=C(C=C(C=C1OCC1=CC=C(C=C1)OC)F)B1OC(C(O1)(C)C)(C)C